(2S)-4-(3-(cyclopropylmethoxy)-4-(difluoromethoxy)phenyl)pyrrolidine-2-carboxylic acid methyl ester hydrochloride Cl.COC(=O)[C@H]1NCC(C1)C1=CC(=C(C=C1)OC(F)F)OCC1CC1